FC=1C=C(C=CC1)[C@@H]1N(CCC1)C=1C=CC=2N(N1)C(=CN2)C2=CC=CC(=N2)N2CC(C2)CNC=2C=C1CN(C(C1=CC2)=O)C2C(NC(CC2)=O)=O 3-(5-(((1-(6-(6-((R)-2-(3-fluorophenyl)pyrrolidin-1-yl)imidazo[1,2-b]pyridazin-3-yl)pyridin-2-yl)azetidin-3-yl)methyl)amino)-1-oxoisoindolin-2-yl)piperidine-2,6-dione